(1R,4R)-5-[(4-bromo-2,3-difluorophenyl)methyl]-2-oxa-5-azabicyclo[2.2.1]heptane BrC1=C(C(=C(C=C1)CN1[C@H]2CO[C@@H](C1)C2)F)F